O=C1NC(CCC1N1C(C2=CC=C(C=C2C1=O)N1CC(CC1)CN1CCC(CC1)C1=C(C=C(C=C1)NC=1N=C(N=NC1C(=O)N)N1CCCCC1)F)=O)=O 5-((4-(1-((1-(2-(2,6-dioxopiperidin-3-yl)-1,3-dioxoisoindolin-5-yl)pyrrolidin-3-yl)methyl)piperidin-4-yl)-3-fluorophenyl)amino)-3-(piperidin-1-yl)-1,2,4-triazine-6-carboxamide